BrC1=CC=CC(=N1)[C@@H]1N(CCC1)C(=O)OC(C)(C)C |r| racemic-tert-butyl 2-(6-bromopyridin-2-yl)pyrrolidine-1-carboxylate